(S)-2-((6-(5-cyano-6-methoxypyridin-3-yl)quinazolin-4-yl)amino)-N-(2-(diethylamino)ethyl)propionamide 2-[3,7-dimethylocta-2,6-dieneyl]-3-hydroxy-5-pentylphenolate CC(=CCC1=C(C=C(C=C1O)CCCCC)[O-])CCC=C(C)C.C(#N)C=1C=C(C=NC1OC)C=1C=C2C(=NC=NC2=CC1)N[C@H](C(=O)NCCN(CC)CC)C